C(C)(C)(C)C1=CC=C(C=C1)C1=C2C=C(C(C2=CC=C1)[Si](C1C(=CC2=C(C=CC=C12)C1=CC=CC=C1)C)(CC)CC)C(C)C (4-(4-(tert-butyl)phenyl)-2-isopropyl-1H-inden-1-yl)diethyl-(2-methyl-4-phenyl-1H-inden-1-yl)silane